5-amino-N-{4-[3-amino-4-hydroxy-5-methylpiperidin-1-yl]-2,3-dihydrofuro[2,3-b]pyridin-5-yl}-2-(2,6-difluorophenyl)-1,3-thiazole-4-carboxamide NC1=C(N=C(S1)C1=C(C=CC=C1F)F)C(=O)NC=1C(=C2C(=NC1)OCC2)N2CC(C(C(C2)C)O)N